ClC=1CN(C=C(C1)C1=C(C=C(C=C1)F)Cl)C=1C=NC(=C(C1)Cl)N1N=CC=N1 3-chloro-5-(2-chloro-4-fluorophenyl)-N-(5-chloro-6-(2H-1,2,3-triazol-2-yl)pyridin-3-yl)pyridine